Cl.N=C1N=CC=C2C1=CC=CC=C2 iminocyclohepta[c]pyridine HCl salt